4-(N-(2-methoxyphenyl)-N-methylsulfamoyl)-N-(4-(pyridin-2-yl)thiazol-2-yl)benzamide COC1=C(C=CC=C1)N(S(=O)(=O)C1=CC=C(C(=O)NC=2SC=C(N2)C2=NC=CC=C2)C=C1)C